C1(CC1)S(=O)(=O)NC([C@H](C(C)C)NC(C[C@H]1N(C(CC1)=O)CC1=C(C(=CC=C1)F)F)=O)=O (S)-N-(Cyclopropylsulfonyl)-2-(2-((S)-1-(2,3-difluorobenzyl)-5-oxopyrrolidin-2-yl)acetamido)-3-methylbutanamide